2-(4-((4-(4-(4-((4-(2-(3-chloro-5-cyanophenyl)propan-2-yl)phenoxy)methyl)pyrimidin-2-yl)piperazin-1-yl)piperidin-1-yl)methyl)piperidin-1-yl)acetic acid trifluoroacetate FC(C(=O)O)(F)F.ClC=1C=C(C=C(C1)C#N)C(C)(C)C1=CC=C(OCC2=NC(=NC=C2)N2CCN(CC2)C2CCN(CC2)CC2CCN(CC2)CC(=O)O)C=C1